tert-butyl N-(5-bromo-7-fluoro-1H-indol-3-yl)carbamate BrC=1C=C2C(=CNC2=C(C1)F)NC(OC(C)(C)C)=O